OCC1=CC(=NN1)NC1=NC(=NC(=C1)C=1C=NN(C1)C)N(C1CC2CCC(C1)N2C(=O)OC(C)(C)C)C tert-butyl (3-exo)-3-((4-((5-(hydroxymethyl)-1H-pyrazol-3-yl) amino)-6-(1-methyl-1H-pyrazol-4-yl) pyrimidin-2-yl) (methyl) amino)-8-azabicyclo[3.2.1]octane-8-carboxylate